(4-((5-amino-7-((spiro[2.3]hexan-5-ylmethyl)amino)-1H-pyrazolo[4,3-d]pyrimidin-1-yl)methyl)-3-methoxyphenyl)methanol NC=1N=C(C2=C(N1)C=NN2CC2=C(C=C(C=C2)CO)OC)NCC2CC1(CC1)C2